CCCCCCCC/C=C\\CCCCCCCC(=O)O[C@H](COC(=O)CCCCCCC/C=C\\C/C=C\\CCCCC)COP(=O)(O)OCC(COP(=O)(O)OC[C@@H](COC(=O)CCCCCCC/C=C\\C/C=C\\CCCCC)O)O The molecule is a 2-monolysocardiolipinin which the remaining phosphatidyl acyl groups at positions 1 and 1' are specified as linoleoyl while that at position 2' is specified as oleoyl. It derives from a linoleic acid and an oleic acid. It is a conjugate acid of a 1,1'-dilinoleoyl-2-oleoyl monolysocardiolipin(2-).